O[C@H](COC=1C=C(C=CC1)S(=O)(=O)NC)CN[C@H]1COC2(C1)CCN(CC2)S(=O)(=O)C=2C(=C1C=NNC1=CC2)OC 3-((S)-2-hydroxy-3-((R)-8-(4-methoxy-1H-indazol-5-ylsulfonyl)-1-oxa-8-azaspiro[4.5]dec-3-ylamino)propoxy)-N-methylbenzenesulfonamide